3-amino-6-(2,6-dimethylpyridin-4-yl)-N-(2-methoxyphenylmethyl)-5-(1H-pyrazol-1-yl)pyrazine-2-carboxamide NC=1C(=NC(=C(N1)N1N=CC=C1)C1=CC(=NC(=C1)C)C)C(=O)NCC1=C(C=CC=C1)OC